Nitrofuranylmethyl phosphonoamidate P(OC(C=1OC=CC1)[N+](=O)[O-])(=O)N